ClC=1C=C(C=C(C1)NS(=O)(=O)C)NC(=O)C1=CN(C(=C1)C1=NC=C(C=C1F)O[C@@H]1CN(CC1)C)C (S)-N-(3-chloro-5-(methylsulfonamido)phenyl)-5-(3-fluoro-5-((1-methylpyrrolidin-3-yl)oxy)pyridin-2-yl)-1-methyl-1H-pyrrole-3-carboxamide